CC=1C(=C2C=NNC2=CC1)C1=C(C(=CC=2CCOCC21)N2CC1(CN(C1)C(C=C)=O)CC2)C#N (M)-8-(5-methyl-1H-indazol-4-yl)-6-(2-(2-propenoyl)-2,6-diazaspiro[3.4]octan-6-yl)-3,4-dihydro-1H-2-benzopyran-7-carbonitrile